7-[8-ethyl-7-fluoro-3-(methoxymethoxy)naphthalen-1-yl]-2-methanesulfinyl-4-{[(1-{[2-(trimethylsilyl)ethoxy]methyl}pyrrolo[2,3-b]pyridin-3-yl)methyl]amino}pyrano[4,3-d]pyrimidin-5-one C(C)C=1C(=CC=C2C=C(C=C(C12)C1=CC=2N=C(N=C(C2C(O1)=O)NCC1=CN(C2=NC=CC=C21)COCC[Si](C)(C)C)S(=O)C)OCOC)F